C1(=CC=CC=C1)N1NC(=CC1C1=CC=C(C=C1)C(C)C)C=CC1=CC=C(C=C1)C(C)C 1-phenyl-3-(4-isopropylphenyl-vinyl)-5-(4-isopropylphenyl)-pyrazoline